(R)-(5-(1-methyl-1H-pyrazol-3-yl)-1,3,4-oxadiazol-2-yl)(4-(4-(trifluoromethyl)pyrazolo[1,5-a]pyridin-2-yl)-6,7-dihydro-1H-imidazo[4,5-c]pyridin-5(4H)-yl)methanone CN1N=C(C=C1)C1=NN=C(O1)C(=O)N1[C@H](C2=C(CC1)NC=N2)C2=NN1C(C(=CC=C1)C(F)(F)F)=C2